O=C1C(=CC(C2=CC=CC=C12)=O)NC=1C=C(C=CC1)C1=C(C(=O)N)C=CC=C1[N+](=O)[O-] (3-((1,4-dioxo-1,4-dihydronaphthalen-2-yl)amino)phenyl)-3-nitrobenzamide